2-[4-[(3S)-3-(5-carbamoyl-3-pyridinyl)isoxazolidine-2-carbonyl]-1-piperidinyl]-5-fluoro-pyrimidine-4-carboxamide C(N)(=O)C=1C=C(C=NC1)[C@H]1N(OCC1)C(=O)C1CCN(CC1)C1=NC=C(C(=N1)C(=O)N)F